COC1=CC=C(C=C1)S(=NC(C1=CC=C(C=C1)CC1=NOC(=N1)C(F)(F)F)=O)(=O)C N-((4-methoxyphenyl)(methyl)(oxo)-λ6-sulfaneylidene)-4-((5-(trifluoromethyl)-1,2,4-oxadiazol-3-yl)methyl)benzamide